C(C)(C)(C)C1=CC=C(C=C1)C=1C=NC2=CC=CC=C2C1 3-(4-(tert-butyl)phenyl)quinoline